C(C)(=O)O.C(C)(=O)O.C(C)(=O)O.C(C)(=O)O.C(C)(=O)O.OC1[C@H](N)[C@@H](O)[C@@H](O)[C@H](O1)CO D-Galactosamine pentaacetate